C[S+](C1=CC(=CC=C1)[N+](=O)[O-])(C)=O dimethyl-(m-nitrophenyl)sulfonium oxide